O1C(COCC1)OCCO 2-((1,4-dioxan-2-yl)oxy)ethan-1-ol